N-[(1R,6S)-2,2-difluoro-6-[(1-isopropylpiperidin-4-yl)oxy]cyclohexyl]-4-nitrobenzenesulfonamide FC1([C@@H]([C@H](CCC1)OC1CCN(CC1)C(C)C)NS(=O)(=O)C1=CC=C(C=C1)[N+](=O)[O-])F